[15-methoxy-9-(methoxymethyl)-2,4,8,10,11-pentaazatetracyclo[11.4.0.02,6.08,12]heptadeca-1(17),3,5,9,11,13,15-heptaen-5-yl]methanol COC=1C=C2C3=NN=C(N3CC3=C(N=CN3C2=CC1)CO)COC